4-(2-pyridyldithio)-2-sulfo-butanoic acid N1=C(C=CC=C1)SSCCC(C(=O)O)S(=O)(=O)O